BrC1=CC(=C(O[C@H](C(=O)O)CCF)C=C1F)C1=NOC=C1 (2S)-2-[4-bromo-5-fluoro-2-(1,2-oxazol-3-yl)phenoxy]-4-fluorobutyric acid